(3,6-dinitro-9H-carbazol-9-yl)-2-(1,3-dioxoisoindolin-2-yl)propionic acid [N+](=O)([O-])C=1C=CC=2N(C3=CC=C(C=C3C2C1)[N+](=O)[O-])C(C(=O)O)(C)N1C(C2=CC=CC=C2C1=O)=O